3-([(4-ACETYLPHENYL)SULFONYL]AMINO)PROPANOIC ACID C(C)(=O)C1=CC=C(C=C1)S(=O)(=O)NCCC(=O)O